ClC=1C(=NC(=NC1)NC1CCOCC1)C1=CC=C2CN(C(C2=C1)=O)CC(=O)NC(C)(C)C1=CC(=CC=C1)CO 2-(6-{5-chloro-2-[(oxan-4-yl)amino]pyrimidin-4-yl}-1-oxo-2,3-dihydro-1H-isoindol-2-yl)-N-{2-[3-(hydroxymethyl)phenyl]propan-2-yl}acetamide